3-(4-Hydroxy-3-nitrophenyl)-1-(4-methylphenyl)prop-2-en OC1=C(C=C(C=C1)C=CCC1=CC=C(C=C1)C)[N+](=O)[O-]